C(C1=CC=CC=C1)OCC1=NN(C(N1CC)=O)C1=NC=2C(=CN(C(C2C=C1F)=O)C1=C(C=CC=C1)C)C(=C)C(F)(F)F (3-((Benzyloxy)methyl)-4-ethyl-5-oxo-4,5-dihydro-1H-1,2,4-triazol-1-yl)-3-fluoro-6-(o-tolyl)-8-(3,3,3-trifluoroprop-1-en-2-yl)-1,6-naphthyridin-5(6H)-one